FC1=C(C=C(C=C1)C(O)C1=NC=CN=C1N1CCCC1)C1=NC=NC2=CC(=CC=C12)N1CCOCC1 [4-Fluoro-3-(7-morpholin-4-yl-quinazolin-4-yl)phenyl]-(3-pyrrolidin-1-yl-pyrazin-2-yl)methanol